diisopropoxy bis(acetoacetate) C(CC(=O)C)(=O)OOC(C)C.C(CC(=O)C)(=O)OOC(C)C